FC(N1N=CC(=C1C)S(=O)(=O)N1CCC(CC1)C=1C(=CC=2N(C1)N=CN2)C)F 6-(1-((1-(difluoromethyl)-5-methyl-1H-pyrazol-4-yl)sulfonyl)piperidin-4-yl)-7-methyl-[1,2,4]triazolo[1,5-a]pyridine